(S)-2-(5-fluoro-4-oxo-benzo[d][1,2,3]triazin-3(4H)-yl)-N-(1-p-tolylethyl)acetamide methyl-N,N-dinonylcarbamate COC(N(CCCCCCCCC)CCCCCCCCC)=O.FC1=CC=CC=2N=NN(C(C21)=O)CC(=O)N[C@@H](C)C2=CC=C(C=C2)C